FC1=CC=C2C(=NC(N(C2=C1F)C)(C)C)C=1C=C(C(=NC1)C#N)C 5-(7,8-difluoro-1,2,2-trimethyl-1,2-dihydroquinazolin-4-yl)-3-methylpicolinonitrile